C(C=C)OC(CS(F)(F)(F)(F)F)(C)C1=CC=CC=C1 (2-(Allyloxy)-2-phenylpropyl)-pentafluoro-λ6-sulfan